2,2-dicyclohexylethane-1-amine C1(CCCCC1)C(CN)C1CCCCC1